Delta-Caprolacton C1(CCCC(C)O1)=O